tert-butyl (tert-butoxycarbonyl)-L-allothreoninate C(C)(C)(C)OC(=O)N[C@@H]([C@@H](O)C)C(=O)OC(C)(C)C